N1C(CCC1)C(C(=O)O)C pyrrolidin-2-ylpropionic acid